3,4-dibromopyridine BrC=1C=NC=CC1Br